1-(4-methylpiperazin-1-yl)decan-1-one CN1CCN(CC1)C(CCCCCCCCC)=O